BrBr Bromine Bromide